C1=CC=CC2=CC3=CC=CC=C3C(=C12)C1=NSC(=C1)N (anthracen-9-yl)isothiazol-5-amine